NC1=C(C=C(C=C1F)C1=CC=2C(=NC=CC2S1)N(C(C1=C(C=C(C=C1)N1N=NC=2C1=NC=CC2)F)=O)[C@H]2CNCCC2)F N-[2-(4-amino-3,5-difluoro-phenyl)thieno[3,2-c]pyridin-4-yl]-2-fluoro-N-[(3R)-3-piperidyl]-4-(triazolo[4,5-b]pyridin-3-yl)benzamide